1-(2-(2-(dimethylamino)-5-(3-fluorophenyl)pyrimidin-4-yl)morpholino)-2-(4-fluorophenyl)ethan-1-one CN(C1=NC=C(C(=N1)C1OCCN(C1)C(CC1=CC=C(C=C1)F)=O)C1=CC(=CC=C1)F)C